C1(CC1)C1=CC=C(C=N1)C(=O)N(C=1C=NN2C1OCCC2)CC=2C=CC=1C3=C(C(=NC1C2)NCC2=C(C=C(C=C2)OC)OC)COC3 6-cyclopropyl-N-[(4-{[(2,4-dimethoxy-phenyl)methyl]amino}-1H,3H-furo[3,4-c]quinolin-7-yl)methyl]-N-{5H,6H,7H-pyrazolo[3,2-b][1,3]oxazin-3-yl}pyridine-3-carboxamide